NC12C(OC3=C1C=CC(=C3)OC(C)C)(C3=C(C=CC=C3C2=O)[N+](=O)[O-])O 9b-amino-4b-hydroxy-7-isopropoxy-4-nitro-4b,9b-dihydro-10H-indeno[1,2-b]benzofuran-10-one